7-phenyl-8-(quinolin-6-yl)-[1,2,4]triazolo[4,3-c]pyrimidin-5-amine C1(=CC=CC=C1)C1=C(C=2N(C(=N1)N)C=NN2)C=2C=C1C=CC=NC1=CC2